CN1CCN(CC1)C1=CC(=C(C(=O)OCCCC)C=C1)[N+](=O)[O-] butyl 4-(4-methylpiperazin-1-yl)-2-nitrobenzoate